4-[6-(2-ethoxyphenyl)-5-fluoropyridin-3-yl]-1-[2-fluoro-4-(trifluoromethyl)phenyl]-N-[(3S)-1-methylpyrrolidin-3-yl]piperidine-4-carboxamide C(C)OC1=C(C=CC=C1)C1=C(C=C(C=N1)C1(CCN(CC1)C1=C(C=C(C=C1)C(F)(F)F)F)C(=O)N[C@@H]1CN(CC1)C)F